C(C)(C)(C)OC(=O)N[C@H](C(=O)N[C@@H]1[C@H]([C@H](N(C1)C(=O)OC(C)(C)C)C(=O)OC)CCCB1OC(C(O1)(C)C)(C)C)C(C)C 1-(tert-butyl) 2-methyl (2S,3R,4R)-4-((S)-2-((tert-butoxycarbonyl)amino)-3-methylbutanamido)-3-(3-(4,4,5,5-tetramethyl-1,3,2-dioxaborolan-2-yl)propyl)pyrrolidine-1,2-dicarboxylate